(E)-4-oxaspiro[2.5]octan-8-one oxime C1CC1/2OCCC\C2=N/O